2-((3-methoxybenzyl)sulfinyl)-4-(thiophen-2-yl)-6-(trifluoromethyl)pyrimidine (S)-tert-butyl-3-methyl-6-(quinolin-7-yl)-3,4-dihydropyridine-1(2H)-carboxylate C(C)(C)(C)OC(=O)N1C[C@H](CC=C1C1=CC=C2C=CC=NC2=C1)C.COC=1C=C(CS(=O)C2=NC(=CC(=N2)C=2SC=CC2)C(F)(F)F)C=CC1